NC1=NC=C(C(=C1)S(=O)(=O)N(C)C)C 2-amino-N,N,5-trimethyl-pyridine-4-sulfonamide